(S)-2-(2,5-difluoro-4-(6-((5-(trifluoromethyl)isoxazol-3-yl)methoxy)pyridin-2-yl)benzyl)-1-(oxetan-2-ylmethyl)-1H-benzo[d]imidazole-6-carboxylic acid FC1=C(CC2=NC3=C(N2C[C@H]2OCC2)C=C(C=C3)C(=O)O)C=C(C(=C1)C1=NC(=CC=C1)OCC1=NOC(=C1)C(F)(F)F)F